(S)-2-(2-chloro-3-(9-(3-chlorobenzyl)-6-(1-methylcyclopropoxy)-9H-purin-8-yl)phenoxy)propanoic acid ClC1=C(O[C@H](C(=O)O)C)C=CC=C1C=1N(C2=NC=NC(=C2N1)OC1(CC1)C)CC1=CC(=CC=C1)Cl